N-[(1R)-1-(dicyclopropylmethyl)-2-[[5-(3,5-dimethyl-1H-pyrazol-4-yl)-6-methyl-2-pyridyl]amino]-2-oxo-ethyl]-2-ethyl-pyrazole-3-carboxamide C1(CC1)C([C@H](C(=O)NC1=NC(=C(C=C1)C=1C(=NNC1C)C)C)NC(=O)C=1N(N=CC1)CC)C1CC1